C/C(/C(C)=O)=C(/C(C(C)(C)C)C)\C (Z)-3,4,5,6,6-pentamethyl-hept-3-en-2-one